(R)-6-amino-9-(1-(but-2-ynoyl)pyrrolidin-3-yl)-7-(4-phenoxyphenyl)-2-fluoro-7,9-dihydro-8H-purin-8-one NC1=C2N(C(N(C2=NC(=N1)F)[C@H]1CN(CC1)C(C#CC)=O)=O)C1=CC=C(C=C1)OC1=CC=CC=C1